boron-boron methylenebipyridine C=C1C(=NC=CC1)C1=NC=CC=C1.[B].[B]